N-(2-fluoro-3-(2-(3-methyl-3,8-diazabicyclo[3.2.1]oct-8-yl)-5-(2-(methylsulfanyl)pyrimidin-4-yl)thiazol-4-yl)-phenyl)acetamide FC1=C(C=CC=C1C=1N=C(SC1C1=NC(=NC=C1)SC)N1C2CN(CC1CC2)C)NC(C)=O